1-(6-ethoxypyrazin-2-yl)imidazole-4-carboxamide C(C)OC1=CN=CC(=N1)N1C=NC(=C1)C(=O)N